Cl.C[C@H]1NCCC1 (R)-2-methylpyrrolidine hydrochloride Salt